CN(P(C1=CC=C(C=C1)[Si](CCCC)(CCCC)CCCC)C1=C(C=CC=C1)SC)P(C1=CC=C(C=C1)[Si](CCCC)(CCCC)CCCC)C1=C(C=CC=C1)SC N-methyl-1-(2-(methylthio)phenyl)-N-((2-(methylthio)phenyl)(4-(tributylsilyl)phenyl)phosphaneyl)-1-(4-(tributylsilyl)phenyl)phosphanamine